(S)-N-(1-methyl-2-phenylethyl)R-sulfamide C[C@@H](CC1=CC=CC=C1)NS(=O)(=O)N